OC(CN(CC(CN(CCN1CCN(CC1)CC(CN(CC(CCCCCCCCCCCC)O)CC(CCCCCCCCCCCC)O)OCC)CC(CCCCCCCCCCCC)O)OCC)CC(CCCCCCCCCCCC)O)CCCCCCCCCCCC 1,1'-((3-(4-(2-((3-(bis(2-hydroxytetradecyl)amino)-2-ethoxypropyl)(2-hydroxytetradecyl)amino)ethyl)piperazin-1-yl)-2-ethoxypropyl)azanediyl)bis(tetradecan-2-ol)